C12(CCC(CC1)CC2)N2C=CC1=C2N=CN=C1Cl 7-(bicyclo[2.2.2]oct-1-yl)-4-chloro-7H-pyrrolo[2,3-d]pyrimidine